C(CCC)NC=1OC(=NN1)C=1C(=NC=CC1C1=C(C=CC=C1)F)N1C[C@H](CC1)F (S)-N-butyl-5-(4-(2-fluorophenyl)-2-(3-fluoropyrrolidin-1-yl)pyridin-3-yl)-1,3,4-oxadiazol-2-amine